tert-Butyl 2-bromo-6-[2-methoxy-4-(trifluoromethoxy)phenoxy]-3-(trifluoromethyl)benzoate BrC1=C(C(=O)OC(C)(C)C)C(=CC=C1C(F)(F)F)OC1=C(C=C(C=C1)OC(F)(F)F)OC